4-(6-(6-Ethynyl-2,4-dimethylpyridin-3-yl)-4,7-dimethyl-7H-pyrrolo[2,3-d]pyrimidin-5-yl)cyclohex-3-ene-1-carboxylic acid C(#C)C1=CC(=C(C(=N1)C)C1=C(C2=C(N=CN=C2C)N1C)C1=CCC(CC1)C(=O)O)C